[7-bromo-2-methyl-5-nitro-3-(2,2,3,3-tetramethyl-4-oxa-3-silahept-6-yn-7-yl)indazol-6-yl](2-chloro-5-fluorophenyl)methanone BrC1=C(C(=CC2=C(N(N=C12)C)C#CCO[Si](C(C)(C)C)(C)C)[N+](=O)[O-])C(=O)C1=C(C=CC(=C1)F)Cl